ClC=1C=C(NC2(CCC3(C(=CC4=CC=CC=C34)CCCCOC3=CC=CC=C3)CC2)C(=O)O)C=CC1 (1r,4r)-4-(3-chloroanilino)-2'-(4-phenoxybutyl)spiro[cyclohexane-1,1'-indene]-4-carboxylic acid